F[C@@H]1C(NC(C[C@@H]1N1C=CC2=C1N=NC(=C2)C=2C=C1C(C=CN(C1=CC2O)C)=O)(C)C)(C)C 6-{7-[(3S,4S)-3-fluoro-2,2,6,6-tetramethylpiperidin-4-yl]-7H-pyrrolo[2,3-c]pyridazin-3-yl}-7-hydroxy-1-methylquinolin-4(1H)-one